FC=1C(=NC(=NC1NC1=NNC(=C1)C)NC1C2CC3(CC(CC1C3)C2)O)OC 4-[(5-fluoro-4-methoxy-6-[(5-methyl-1H-pyrazol-3-yl)amino]pyrimidin-2-yl)amino]adamantan-1-ol